1-(4-((4-((4-(imidazo[1,2-b]pyridazin-7-yloxy)-3-methylphenyl)amino)pyrido[3,2-d]pyrimidin-6-yl)oxy)piperidin-1-yl)prop-2-en-1-one N=1C=CN2N=CC(=CC21)OC2=C(C=C(C=C2)NC=2C1=C(N=CN2)C=CC(=N1)OC1CCN(CC1)C(C=C)=O)C